3-hydroxyacrylonitrile OC=CC#N